ClC=1C(N(N=C(C1Cl)[N+](=O)[O-])C1=CC2=CN(N=C2C=C1)C)=O 4,5-dichloro-2-(2-methyl-2H-indazol-5-yl)-6-nitro-2,3-dihydropyridazin-3-one